4-amino-N-[4-[(5Z)-5-[(3,4-dihydroxy-5-nitrophenyl)methylene]-2,4-dioxo-thiazolidin-3-yl]butyl]-N-methyl-butanamide NCCCC(=O)N(C)CCCCN1C(S\C(\C1=O)=C/C1=CC(=C(C(=C1)[N+](=O)[O-])O)O)=O